ClC1=C(C=CC=C1Cl)C1CC(C(C(C1)=O)=CN1CCCCC1)=O 5-(2,3-dichlorophenyl)-2-(piperidine-1-ylmethylene)cyclohexane-1,3-dione